N1(C=NC=C1)C(=O)N1CCC2(C3=C(NC(O2)=O)N=CC=C3)CCC1 1-(1H-imidazole-1-carbonyl)spiro[azepane-4,4'-pyrido[2,3-d][1,3]oxazine]-2'(1'H)-one